FC1=C(C(=C(C2=C(C(=C(C(=C12)F)F)F)F)F)F)[B-](C1=C(C2=C(C(=C(C(=C2C(=C1F)F)F)F)F)F)F)(C1=C(C2=C(C(=C(C(=C2C(=C1F)F)F)F)F)F)F)C1=C(C2=C(C(=C(C(=C2C(=C1F)F)F)F)F)F)F.C(CCCCCCCCCCC)[NH+](CCCCCCCCCC)C1=C(C=CC=C1)C N-dodecyl-N-decyl-tolylammonium tetrakis(perfluoronaphthalen-2-yl)borate